(S)-2-((9-((S)-4-(Difluoromethyl)-2-oxooxazolidin-3-yl)-5,6-dihydroimidazo[1,2-d]thieno[2,3-f][1,4]oxazepin-2-yl)amino)propanamide FC([C@H]1N(C(OC1)=O)C=1N=C2N(CCOC3=C2SC(=C3)N[C@H](C(=O)N)C)C1)F